N[C@@]1(CN(CC1)C1=C(C=NC(=C1C1=CC(=CC(=C1)F)Cl)OC)C(=O)N[C@@H](C)C1=NC=CC=C1)C 4-[(3S)-3-amino-3-methylpyrrolidin-1-yl]-5-(3-chloro-5-fluorophenyl)-6-methoxy-N-[(1S)-1-(pyridin-2-yl)ethyl]pyridine-3-carboxamide